4-chloro-N-(2-methylquinolin-8-yl)benzamide (1R,5S)-tert-Butyl-8-((4-(2-fluorophenyl)-6-oxopyrimidin-1(6H)-yl)methyl)-8-hydroxy-3-azabicyclo[3.2.1]octane-3-carboxylate C(C)(C)(C)OC(=O)N1C[C@H]2CC[C@@H](C1)C2(O)CN2C=NC(=CC2=O)C2=C(C=CC=C2)F.ClC2=CC=C(C(=O)NC=1C=CC=C3C=CC(=NC13)C)C=C2